FC1=C(C=C(C(=C1)[Si](C)(C)C)F)NC([C@H](C1=CC=C(C=C1)OC)N(C(=O)C1=CC(=NO1)O)C)=O N-((1S)-2-((2,5-difluoro-4-(trimethylsilyl)phenyl)amino)-1-(4-methoxyphenyl)-2-oxoethyl)-3-hydroxy-N-methyl-1,2-oxazole-5-carboxamide